C(C)(=O)OC[C@@H]1O[C@H]([C@@H]([C@H]1CC(=O)[O-])CC(=O)[O-])N1N=CC=2C1=NC(=NC2NOC2CCCC2)Cl (2R,3R,4R,5R)-2-(acetoxymethyl)-5-(6-chloro-4-((cyclopentyloxy)amino)-1H-pyrazolo[3,4-d]pyrimidin-1-yl)tetrahydrofuran-3,4-diacetate